(S,E)-3-(2-(dimethylamino)ethylidene)-1-(4-((3-fluoro-4-((1-methyl-1H-benzo[d][1,2,3]triazol-5-yl)oxy)phenyl)amino)pyrido[3,4-d]pyrimidin-6-yl)-4-methylpyrrolidin-2-one CN(C\C=C/1\C(N(C[C@H]1C)C1=CC2=C(N=CN=C2NC2=CC(=C(C=C2)OC2=CC3=C(N(N=N3)C)C=C2)F)C=N1)=O)C